NC=1N=C(SC1C(=O)C1=CC=C(C(=O)NC2CCCCC2)C=C1)N(C1=CC=C(C=C1)F)[C@@H](C(=O)N)C |r| rac-4-[4-Amino-2-(N-(2-amino-1-methyl-2-oxoethyl)-4-fluoroanilino)thiazol-5-carbonyl]-N-cyclohexylbenzamid